O1C=CC(C2=CC=CC=C12)=O chromon